ClC=1C(=C(C=O)C(=C(C1OC)C\C=C(\C=C\[C@@]1([C@H](C(CC[C@H]1C)=O)C)C)/C)O)C 3-chloro-6-hydroxy-4-methoxy-2-methyl-5-[(2E,4E)-3-methyl-5-[(1R,2R,6R)-1,2,6-trimethyl-3-oxocyclohexyl]Pent-2,4-dien-1-yl]Benzaldehyde